N-[5-[[2-(azepan-1-yl)acetyl]amino]-2-methyl-3-pyridyl]-6-[4-(2-oxooxazolidin-3-yl)phenyl]triazolo[1,5-a]pyridine-3-carboxamide N1(CCCCCC1)CC(=O)NC=1C=C(C(=NC1)C)NC(=O)C=1N=NN2C1C=CC(=C2)C2=CC=C(C=C2)N2C(OCC2)=O